C1(CC1)CNCC=1C=C2C(N(C=NC2=C(C1)C(F)(F)F)C1=CC(=CC=C1)C1(CC2(C1)CC(C2)C)C2=NN=CN2C)=O 6-(((Cyclopropylmethyl)amino)methyl)-3-(3-(6-methyl-2-(4-methyl-4H-1,2,4-triazol-3-yl)spiro[3.3]heptan-2-yl)phenyl)-8-(trifluoromethyl)quinazolin-4(3H)-one